BrC=1SC(=C(N1)C1=C(C=CC=C1)C(F)(F)F)C1=CC(=CC=C1)[C@@H]1CC(CC1)OC(F)(F)F 2-bromo-5-(3-((1S)-3-(trifluoromethoxy)cyclopentyl)phenyl)-4-(2-(trifluoromethyl)phenyl)thiazole